C1(CC1)NC(CC)C 3-Cyclopropylaminobutan